(1-(3-Bromophenyl)cyclopropyl)carbamic acid tert-butyl ester C(C)(C)(C)OC(NC1(CC1)C1=CC(=CC=C1)Br)=O